ClC1=C(C=C(C=C1)F)N=C(N)C1=C(C=2N(N=C1)C=C(C2)C2=C(C=NC=C2)CO[Si](C)(C)C(C)(C)C)N[C@H]2C[C@H](CC2)NC(OC(C)(C)C)=O tert-butyl N-[(1S,3R)-3-[[3-[N'-(2-chloro-5-fluoro-phenyl)carbamimidoyl]-6-[3-[[tert-butyl(dimethyl)silyl]oxymethyl]-4-pyridyl]pyrrolo[1,2-b]pyridazin-4-yl]amino]cyclopentyl]carbamate